CC(C)OC(=O)OCC(P([O-])(=O)[O-])(OC[C@H]1O[C@H]([C@@H]([C@@H]1O)O)N1C2=NC(=NC(=C2N=C1)N[C@@H]1COCC1)Cl)COC(=O)OC(C)C bis({[(propan-2-yloxy)carbonyl]oxy}methyl){[(2R,3S,4R,5R)-5-(2-chloro-6-{[(3S)-oxolan-3-yl]amino}-9H-purin-9-yl)-3,4-dihydroxyoxolan-2-yl]methoxy}methanephosphonate